C(C)(C)(C)OC(=O)N1CCC(CC1)(O)CN1C=CC2=C1N=NC(=C2)Cl.O2COC1=C2C=CC(=C1)/C=C/C(=O)N(CCS(=O)(=O)C)CC (E)-3-(1,3-benzodioxol-5-yl)-N-ethyl-N-(2-methylsulfonylethyl)prop-2-enamide Tert-butyl-4-({3-chloro-7H-pyrrolo[2,3-c]pyridazin-7-yl}methyl)-4-hydroxypiperidine-1-carboxylate